2-methyl-2-propenoic acid CC(C(=O)O)=C